trifluoromethanesulfonic acid 7',8'-dihydro-5'H-spiro[1,3-dioxolan-2,6'-quinolin]-2'-yl ester N1=C(C=CC=2CC3(CCC12)OCCO3)OS(=O)(=O)C(F)(F)F